1-(4-(3-(2-fluorophenyl)-[1,2,4]triazolo[4,3-b]pyridazin-6-yl)piperazin-1-yl)-2-methyl-2-phenylpropan-1-one FC1=C(C=CC=C1)C1=NN=C2N1N=C(C=C2)N2CCN(CC2)C(C(C)(C2=CC=CC=C2)C)=O